5-[2-(2-ethoxy-6-fluoro-phenyl)ethynyl]pyrrolo[2,3-d]pyrimidine C(C)OC1=C(C(=CC=C1)F)C#CC1=CN=C2NC=NC=C21